2-[4-[5-isobutyl-2-(2H-tetrazol-5-yl)-phenyl]piperazin-1-yl]-1,3-benzo-thiazole C(C(C)C)C=1C=CC(=C(C1)N1CCN(CC1)C=1SC2=C(N1)C=CC=C2)C=2N=NNN2